1-(8-aminoquinolin-5-yl)-N-(5-cyano-6-(2H-1,2,3-triazol-2-yl)pyridin-3-yl)-5-(trifluoromethyl)-1H-pyrazole-4-carboxamide NC=1C=CC(=C2C=CC=NC12)N1N=CC(=C1C(F)(F)F)C(=O)NC=1C=NC(=C(C1)C#N)N1N=CC=N1